IC1=C(C=NN1C(C)C)OC 5-iodo-1-isopropyl-4-methoxy-1H-pyrazol